(S)-3-fluoro-N-methyl-N-(pyrrolidin-3-yl)quinolin-5-amine hydrochloride Cl.FC=1C=NC=2C=CC=C(C2C1)N([C@@H]1CNCC1)C